ethyl 3-((4-butoxyphenyl)sulfonyl)-4-(1,1-dioxidothiomorpholino)quinoline-6-carboxylate C(CCC)OC1=CC=C(C=C1)S(=O)(=O)C=1C=NC2=CC=C(C=C2C1N1CCS(CC1)(=O)=O)C(=O)OCC